O(C1=C(C(=C(C(=C1)C)O)N)C)C1=C(C(=C(C(=C1)C)O)N)C 4,4'-oxybis(2-amino-3,6-dimethylphenol)